CC(CCCC)CCCCCC 5-Methylundecane